ClC=1C=CC2=C(CC(CC=3N2C(=NN3)[C@@H]3CC[C@H](CC3)OC3=NC=CC=C3)OCCS(=O)(=O)C)C1 8-chloro-5-[2-(methylsulfonyl)ethoxy]-1-[trans-4-(pyridin-2-yloxy)cyclohexyl]-5,6-dihydro-4H-[1,2,4]triazolo[4,3-a][1]benzazepine